tert-butyl (2'S,7R)-2-ethyl-2'-methyl-spiro[4,5-dihydrothieno[2,3-c]pyran-7,4'-piperidine]-1'-carboxylate C(C)C1=CC2=C(S1)[C@@]1(C[C@@H](N(CC1)C(=O)OC(C)(C)C)C)OCC2